(R)-1-(1-((S)-5-(4,4,4-trifluorobutyl)-5-azaspiro[2.4]heptan-7-yl)-1,6-dihydroimidazo[4,5-d]pyrrolo[2,3-b]pyridin-2-yl)ethanol FC(CCCN1CC2(CC2)[C@@H](C1)N1C(=NC=2C1=C1C(=NC2)NC=C1)[C@@H](C)O)(F)F